CN([C@H](CNC(C[C@@H](C1(CC1)C(F)(F)F)C1=CN=CS1)=O)CC1=C(C=C(C=C1)O)C)C (S)-N-((S)-2-(dimethylamino)-3-(4-hydroxy-2-methylphenyl)propyl)-3-(thiazol-5-yl)-3-(1-(trifluoromethyl)cyclopropyl)propanamide